(9H-fluoren-9-yl)methyl (R)-(4-oxo-1-(phenylthio)butan-2-yl)carbamate O=CC[C@H](CSC1=CC=CC=C1)NC(OCC1C2=CC=CC=C2C=2C=CC=CC12)=O